2-(2,6-Diethylphenyl)-N-ethyl-4-methoxy-N-(1-naphthyl)-5,6,7,8-tetrahydroquinolin-5-amine C(C)C1=C(C(=CC=C1)CC)C1=NC=2CCCC(C2C(=C1)OC)N(C1=CC=CC2=CC=CC=C12)CC